FC(CNC(=O)C1=CN=C2N1C=C(C=C2)C2=CNC=1N=C(N=CC12)N[C@@H]1C[C@@H](C1)OC)F N-(2,2-difluoroethyl)-6-(2-((cis-3-methoxycyclobutyl)amino)-7H-pyrrolo[2,3-d]pyrimidin-5-yl)imidazo[1,2-a]pyridine-3-carboxamide